NC(CC)(O)C Amino-Methyl-Propanol